1-[4-(cyclopentylamino)-5H,6H,7H-pyrimido[4,5-b][1,4]oxazin-2-yl]pentan-1-one C1(CCCC1)NC1=NC(=NC=2OCCNC21)C(CCCC)=O